1-(4'-nitrophenyl)-7,8-dimethylquinoline [N+](=O)([O-])C1=CC=C(C=C1)N1CC=CC2=CC=C(C(=C12)C)C